N-(3-bromo-4-fluorophenyl)-N'-hydroxyl-4-((2-(N-methylsulfamoyl)ethyl)amino)-1,2,5-oxadiazol-3-formamidine BrC=1C=C(C=CC1F)NC(=NO)C1=NON=C1NCCS(NC)(=O)=O